C[Si](N[Si](C)(C)C)(C)C.[K] potassium hexamethyl-disilazane